OB1OCC2=C1C=C(C=C2)C(=O)N[C@@H](C)C(=O)OCC2=CC=CC=C2 Benzyl (1-hydroxy-1,3-dihydrobenzo[c][1,2]oxaborole-6-carbonyl)-L-alaninate